NC=1C(=NC(=C(N1)F)C1=CC(=C(C=C1)N1CCOCC1)CN1CCCCC1)C=1C=C2CCNC(C2=CC1F)=O 6-(3-amino-5-fluoro-6-(4-morpholino-3-(piperidin-1-ylmethyl)phenyl)pyrazin-2-yl)-7-fluoro-3,4-dihydroisoquinolin-1(2H)-one